O=C1NC(CCC1N1C(C2=CC=CC(=C2C1=O)NCC=1N=NN(C1)CCCCCCCCCCC(=O)OC(C)(C)C)=O)=O tert-butyl 11-(4-(((2-(2,6-dioxopiperidin-3-yl)-1,3-dioxoisoindolin-4-yl) amino) methyl)-1H-1,2,3-triazol-1-yl)undecanoate